(S)-6-(aminomethyl)-2-(3-(3-(fluoro(4-methyl-4H-1,2,4-triazol-3-yl)methyl)oxetan-3-yl)phenyl)-4-(trifluoromethyl)isoindolin-1-one NCC1=CC(=C2CN(C(C2=C1)=O)C1=CC(=CC=C1)C1(COC1)[C@@H](C1=NN=CN1C)F)C(F)(F)F